tert-butyl (2R,3R)-2-methyl-3-{[6-(methylcarbamoyl)pyridin-3-yl]oxy}azetidine-1-carboxylate C[C@H]1N(C[C@H]1OC=1C=NC(=CC1)C(NC)=O)C(=O)OC(C)(C)C